4-(4-(6-fluorobenzofuran-3-yl)thiophen-2-yl)-4-oxobutyric acid methyl ester COC(CCC(=O)C=1SC=C(C1)C1=COC2=C1C=CC(=C2)F)=O